7-((1r,4r)-4-(2-Fluoro-6-methylphenyl)cyclohexyl)-3-(2,2,2-trifluoroethyl)-5-((3-(trifluoromethyl)pyridin-2-yl)methyl)pyrido[2,3-b]pyrazin-6(5H)-one FC1=C(C(=CC=C1)C)C1CCC(CC1)C1=CC=2C(=NC(=CN2)CC(F)(F)F)N(C1=O)CC1=NC=CC=C1C(F)(F)F